ethyl 8-bromo-4-hydroxy-2-methyl-quinoline-3-carboxylate BrC=1C=CC=C2C(=C(C(=NC12)C)C(=O)OCC)O